2-amino-1-(4-(4-(((5-chloropyridin-3-yl)methyl)amino)-6-(3,5-dimethylisoxazol-4-yl)quinazolin-2-yl)piperazin-1-yl)ethanone NCC(=O)N1CCN(CC1)C1=NC2=CC=C(C=C2C(=N1)NCC=1C=NC=C(C1)Cl)C=1C(=NOC1C)C